ClC=1C(=NC(=C(C1C)C#N)Cl)C(=O)NC=1C=C2C(=NNC2=CC1)C1CC1 3,6-Dichloro-5-cyano-N-(3-cyclopropyl-1H-indazol-5-yl)-4-methylpicolinamide